[C@H]1([C@H](O)[C@@H](O)[C@H](O)[C@H](O1)CO)O[C@@H]([C@H](CO)O)[C@H](O)CO 3-O-α-D-Glucopyranosylribitol